CC1(OB(OC1(C)C)[C@H]1[C@H](C1)C)C |o1:8,9| rel-4,4,5,5-Tetramethyl-2-((1R,2S)-2-methylcyclopropyl)-1,3,2-dioxaborolane